C1(CC1)N(C(=O)C1=NN2C(CNCCCC2)=C1)C N-cyclopropyl-N-methyl-4,5,6,7,8,9-hexahydropyrazolo[1,5-a][1,4]diazocine-2-carboxamide